5-[8-(benzenesulfonylmethyl)imidazo[1,2-b]pyridazin-6-yl]-1H-pyrimidine-2,4-dione C1(=CC=CC=C1)S(=O)(=O)CC=1C=2N(N=C(C1)C=1C(NC(NC1)=O)=O)C=CN2